BrC1=C(C=C2C(=NC(N(C2=C1)C1=C(C=CC=C1)C(C)C)=O)N1CCN(CC1)C(=O)OC(C)(C)C)Cl tert-Butyl 4-(7-bromo-6-chloro-1-(2-isopropylphenyl)-2-oxo-1,2-dihydroquinazolin-4-yl)piperazine-1-carboxylate